7-amino-3-iodo-8-(3-methoxy-2-methylphenyl)imidazo[1,2-a]pyridine-6-carbonitrile NC1=C(C=2N(C=C1C#N)C(=CN2)I)C2=C(C(=CC=C2)OC)C